FC(C1=CC=C(CN2C(=O)C(=O)C3=CC=CC=C23)C=C1)(F)F (4-trifluoromethyl-benzyl)-isatin